ClC1=C(CCN[C@H](C(=O)C2=CNC3=C(C=CC=C23)C(=O)NCCOC)C2=CC=CC=C2)C=CC(=C1)Cl |r| (S)- and (R)-3-(2-((2,4-dichlorophenethyl)amino)-2-phenylacetyl)-N-(2-methoxyethyl)-1H-indole-7-carboxamide